1-(3-(1H-pyrazol-1-yl)propanoyl)-5-fluoro-1H-pyrrolo[2,3-b]pyridin N1(N=CC=C1)CCC(=O)N1C=CC=2C1=NC=C(C2)F